NC(C(C1=CC=CC=C1)SC1=C(C(=C(C(=N1)N1CCC(CC1)NC(COC(C)=O)=O)C#N)CC)C#N)=O acetic acid 2-((1-(6-((2-amino-2-oxo-1-phenylethyl) thio)-3,5-dicyano-4-ethylpyridin-2-yl) piperidin-4-yl) amino)-2-oxoethyl ester